L-α-aspartyl-N-(2,2,4,4-tetramethyl-3-thietanyl)-D-alaninamide N[C@@H](CC(O)=O)C(=O)N[C@H](C)C(=O)NC1C(SC1(C)C)(C)C